4-chloro-5-(2-methoxybenzyl)-6-methylpyrimidin-2-amine ClC1=NC(=NC(=C1CC1=C(C=CC=C1)OC)C)N